N-[6-(difluoromethyl)-2-pyridinyl]-2-[1-[2-fluoro-2-[1-(4-nitrophenyl)-4-piperidinyl]ethyl]-4-piperidinyl]-7-isopropoxy-imidazo[1,2-a]pyridine-6-carboxamide FC(C1=CC=CC(=N1)NC(=O)C=1C(=CC=2N(C1)C=C(N2)C2CCN(CC2)CC(C2CCN(CC2)C2=CC=C(C=C2)[N+](=O)[O-])F)OC(C)C)F